(S,E)-Methyl-(7-(dimethylamino)-1-((1-((5-fluoro-1H-indol-2-yl)methyl)-2-oxo-1,2-dihydropyridin-3-yl)amino)-1,7-dioxohept-5-en-2-yl)carbamat COC(N[C@H](C(=O)NC=1C(N(C=CC1)CC=1NC2=CC=C(C=C2C1)F)=O)CC\C=C\C(=O)N(C)C)=O